(E,E)-8,10-Tetradecadien-1-ol C(CCCCCC\C=C\C=C\CCC)O